7-(5-bromo-2-methoxyphenyl)-7H-pyrrolo[2,3-d]pyrimidine-2-amine BrC=1C=CC(=C(C1)N1C=CC2=C1N=C(N=C2)N)OC